4-((2R,4r,6S)-2-cyano-7-((5-methoxy-7-methyl-1H-indol-4-yl)methyl)-7-azaspiro[3.5]nonan-6-yl)-N-(2-methyl-2-azaspiro[3.3]heptan-6-yl)benzamide C(#N)C1CC2(C1)C[C@H](N(CC2)CC2=C1C=CNC1=C(C=C2OC)C)C2=CC=C(C(=O)NC1CC3(CN(C3)C)C1)C=C2